(1S,2S)-2-fluoro-N-[3-(2-methoxypyridin-3-yl)-1H-pyrrolo[2,3-b]pyridin-6-yl]cyclopropane-1-carboxamide F[C@@H]1[C@@H](C1)C(=O)NC1=CC=C2C(=N1)NC=C2C=2C(=NC=CC2)OC